FC=1C=C(C(NC1)=O)C(COC)C=1C=CC(=C(C1)NC([C@H](C1CCC(CC1)F)NC(OCC1=CC=CC=C1)=O)=O)O benzyl ((1S)-2-((5-(1-(5-fluoro-2-oxo-1,2-dihydropyridin-3-yl)-2-methoxyethyl)-2-hydroxyphenyl)amino)-1-((1r,4S)-4-fluorocyclohexyl)-2-oxoethyl)-carbamate